C(C)(C)(C)OC(N(CC=1SC=C(C1)C(NO)=N)OC(=O)OC(C)(C)C)=O ((tert-Butoxycarbonyl)oxy)((4-(N-hydroxycarbamimidoyl)thiophen-2-yl)methyl)carbamic acid tert-butyl ester